[OH-].C[N+]=1C(=CN2C1C=CC=C2)C 1,2-dimethylimidazo[1,2-a]pyridin-1-ium hydroxide